Cl.C([C@@H](C(=O)O)N)SSC[C@@H](C(=O)O)N cystine HCl